N-(2,1,3-benzothiadiazol-4-yl)-5-iodo-1H-pyrrolo[2,3-b]pyridine-3-sulfonamide N=1SN=C2C1C=CC=C2NS(=O)(=O)C2=CNC1=NC=C(C=C12)I